C(CCC)[Sn](C(=C)C)(CCCC)CCCC tributyl(prop-1-en-2-yl)stannane